C(C)OC(=O)N1[C@H](CC1)CN1N=C2N(C(N(CC2=C1)C1CCN(CC1)C1=C(C=CC=C1C)F)=O)CC1=C(C=CC=C1)C(F)(F)F (R)-2-[5-[1-(2-Fluoro-6-methyl-phenyl)-piperidin-4-yl]-6-oxo-7-(2-trifluoromethylbenzyl)-4,5,6,7-tetrahydro-pyrazolo[3,4-d]pyrimidin-2-ylmethyl]-azetidine-1-carboxylic acid ethyl ester